1,1-propanedisulfonic acid C(CC)(S(=O)(=O)O)S(=O)(=O)O